epoxyhexen C1=C(CCCC)O1